trans-4-((4-(2-Cyclopropyloxazol-5-yl) pyridin-2-yl)((trans-4-(4-methoxy-3-methylphenyl) cyclohexyl)methyl) carbamoyl)cyclohexyl 3-hydroxyazetidine-1-carboxylate OC1CN(C1)C(=O)O[C@@H]1CC[C@H](CC1)C(N(C[C@@H]1CC[C@H](CC1)C1=CC(=C(C=C1)OC)C)C1=NC=CC(=C1)C1=CN=C(O1)C1CC1)=O